CC=1C=C(C=CC1CC1=CC2=C(N(C=N2)C)C=C1)NC1=NC=NC2=C1N=C(N=C2)N2CCN(CC2)C(=O)OC(C)(C)C tert-butyl 4-[8-({3-methyl-4-[(1-methyl-1,3-benzodiazol-5-yl)methyl]phenyl}amino)-[1,3]diazino[5,4-d]pyrimidin-2-yl]piperazine-1-carboxylate